[N+](=[N-])=C(C(=O)OCC1=CC=CC=C1)C(C)(C)O benzyl 2-diazo-3-hydroxy-3-methylbutanoate